FC1=C(C=CC2=C1N=CS2)NC2=C1C(=NC=C2)SC(=C1)[C@@H]1[C@@H](NCCC1)C 4-Fluoro-N-(2-((2S,3S)-2-methylpiperidin-3-yl)thieno[2,3-b]pyridin-4-yl)benzo[d]thiazol-5-amine